1,5-dimethyl-1H-pyrazole-3-carbonyl isothiocyanate CN1N=C(C=C1C)C(=O)N=C=S